3-fluoro-4-(3-fluoro-2-methyl-7-((2S,4S)-2-(1-methyl-1H-pyrazol-4-yl)tetrahydro-2H-pyran-4-yl)-4-oxo-4H-pyrazino[1,2-a]pyrimidin-9-yl)benzonitrile FC=1C=C(C#N)C=CC1C1=NC(=CN2C1=NC(=C(C2=O)F)C)[C@@H]2C[C@H](OCC2)C=2C=NN(C2)C